tert-butyl 2-oxa-8-azadispiro[2.2.36.23]undecane-8-carboxylate C1OC12CCC1(CN(C1)C(=O)OC(C)(C)C)CC2